[Cl-].NC1=C(C=C(C=C1)[C+](C1=CC(=C(C=C1)N)C)C1=CC(=C(C=C1)N)C)C tri(4-amino-3-methylphenyl)carbenium chloride